C(C)NC(NC1=CC(=NC=N1)CN1CCC(CC1)C=1C=CC(=NC1F)C(=O)NC)=O 5-(1-((6-(3-ethylureido)pyrimidin-4-yl)methyl)piperidin-4-yl)-6-fluoro-N-methylpicolinamide